NC1=CC(=C(C=C1F)C(C(=O)NCC(F)(F)F)=C)C=C (S)-2-(4-amino-5-fluoro-2-vinylphenyl)-N-(2,2,2-trifluoroethyl)propenamide